1-(3-cyanopropyl)-1,1,3,3,3-pentaethoxy-1,3-disilapropane C(#N)CCC[Si](C[Si](OCC)(OCC)OCC)(OCC)OCC